(methoxymethyl)-5-methyl-7,9-dioxo-2,3,4,5,7,9-hexahydro-1,6-methanopyrido[1,2-b][1,2,5]triazonine-10-carboxamide COCC1CCC(N2C(C=3N(N1C2)C=C(C(C3)=O)C(=O)N)=O)C